4,8-dichloro-pyrimido[5,4-d]pyrimidine ClC=1C2=C(N=CN1)C(=NC=N2)Cl